BrC=1NC2=NC(=NC(=C2N1)N)F 8-bromo-2-fluoro-9H-purin-6-amine